ClC=1C=CC=C2C=CC=C(C12)C1=C(C=2N=C(N=C(C2C=N1)N1CC(CCC1)CS(=O)(=O)N)OCC12CCCN2CCC1)F 1-(1-(7-(8-chloronaphthalen-1-yl)-8-fluoro-2-((tetrahydro-1H-pyrrolizin-7a(5H)-yl)methoxy)pyrido[4,3-d]pyrimidin-4-yl)piperidin-3-yl)methanesulfonamide